B(O)(O)O.C=1(O)C(O)=CC=CC1.C=1(O)C(O)=CC=CC1 dicatechol borate